COC=1C=C2C(=C(CC2=CC1OC)C=O)C1=CNC2=CC=CC(=C12)C 5,6-dimethoxy-3-(4-methyl-1H-indol-3-yl)-1H-indene-2-carbaldehyde